8-acetyl-6-fluoro-3-methyl-2-(4-methyltetrahydro-2H-pyran-4-yl)quinoline-4-carbonitrile C(C)(=O)C=1C=C(C=C2C(=C(C(=NC12)C1(CCOCC1)C)C)C#N)F